3,5-diethylphenyl-phosphorus dichloride C(C)C=1C=C(C=C(C1)CC)P(Cl)Cl